C(C=C)(=O)NCO[Si](OC)(OC)CC acrylamido-ethyltrimeth-oxysilan